4'-(trifluoromethyl)-2-biphenylcarboxylic acid FC(C1=CC=C(C=C1)C=1C(=CC=CC1)C(=O)O)(F)F